2-(4-trifluoromethoxyphenyl)-oxazole-5-carboxylic acid FC(OC1=CC=C(C=C1)C=1OC(=CN1)C(=O)O)(F)F